ClC=1C=C(C=CC1F)C(C=1NC(=C(N1)C)S(=O)C)C1=CC(=C(C=C1)F)Cl 2-(bis(3-chloro-4-fluorophenyl)methyl)-4-methyl-5-(methylsulfinyl)-1H-imidazole